4-(2-fluoro-4-(methoxy-d3)thieno[3,2-e]benzofuran-7-yl)-2-methyl-4-oxobutanoic acid ethyl ester C(C)OC(C(CC(=O)C1=CC2=C(C=C(C3=C2C=C(O3)F)OC([2H])([2H])[2H])S1)C)=O